O=C1C2=C(N=NN1CCNC(C1=C(C=CC=C1)C(F)(F)F)=O)C=CC(=C2)C(F)(F)F N-(2-(4-oxo-6-(trifluoromethyl)benzo[d][1,2,3]triazin-3(4H)-yl)ethyl)-2-(trifluoromethyl)Benzamide